(S)-2-(5-(3,5-dimethylisoxazol-4-yl)indoline-1-carbonyl)pyrrolidine-1-carbonitrile CC1=NOC(=C1C=1C=C2CCN(C2=CC1)C(=O)[C@H]1N(CCC1)C#N)C